4-chlorobenzyl (4-(2-(3-methoxypiperidin-1-yl)-2-oxoethyl)phenyl)carbamate COC1CN(CCC1)C(CC1=CC=C(C=C1)NC(OCC1=CC=C(C=C1)Cl)=O)=O